ClC1=C(C=CC(=C1)OCC=1C(=NOC1C1CC1)C1=C(C=C(C=C1Cl)F)Cl)C1(CN(C1)C(=O)OC(C)(C)C)O tert-butyl 3-(2-chloro-4-((5-cyclopropyl-3-(2,6-dichloro-4-fluorophenyl)isoxazol-4-yl)methoxy)phenyl)-3-hydroxyazetidine-1-carboxylate